2-benzyloxy-5-[(2R,4S,6R)-4-bromo-6-methyl-tetrahydropyran-2-yl]pyridine C(C1=CC=CC=C1)OC1=NC=C(C=C1)[C@@H]1O[C@@H](C[C@@H](C1)Br)C